O1[C@@H](CC1)CN1C(=NC2=C1C=C(C=C2)C(=O)O)CN2CCC(CC2)C2=NC(=CC=C2)OCC=2C=C1C=CC=NC1=CC2 (S)-1-(oxetan-2-ylmethyl)-2-((4-(6-(quinolin-6-ylmethoxy)pyridin-2-yl)piperidine-1-yl)methyl)-1H-benzo[d]imidazole-6-carboxylic acid